ethenoindene C12C(=CC3=CC=CC=C13)C=C2